3-[4-Chloro-2-methoxy-5-(2-methylphenoxy)phenyl]-6-(difluoromethyl)pyrimidine-2,4(1H,3H)-dione ClC1=CC(=C(C=C1OC1=C(C=CC=C1)C)N1C(NC(=CC1=O)C(F)F)=O)OC